C[N+](CCCCS(=O)(=O)O)(C)C N,N,N-trimethyl-N-sulfobutyl-ammonium